NC1=NC=2C=CC(=CC2C2=C1C=NN2C)C(=O)N(CC2=CC=C(C=C2)C(F)(F)F)N2C(OCCC2)=O 4-amino-1-methyl-N-(2-oxo-1,3-oxazinan-3-yl)-N-(4-(trifluoromethyl)benzyl)-1H-pyrazolo[4,3-c]quinoline-8-carboxamide